4-chloro-8-methyl-2-(methylthio)-5,6,7,8-tetrahydropyrido[2,3-d]pyrimidine ClC=1C2=C(N=C(N1)SC)N(CCC2)C